ClC=1C(=CC(=NC1)NC([C@@H](C)C1=CC(=NC=C1)OC)=O)C1=C2N(N=C1)CC(C2)(C)C (S)-N-(5-chloro-4-(5,5-dimethyl-5,6-dihydro-4H-pyrrolo[1,2-b]pyrazol-3-yl)pyridin-2-yl)-2-(2-methoxypyridin-4-yl)propionamide